5-(3,5-difluorobenzyl)-3-(5-(methylsulfonyl)-1,4,5,6-tetrahydropyrrolo[3,4-d]imidazole-2-yl)-1H-indazole FC=1C=C(CC=2C=C3C(=NNC3=CC2)C2=NC3=C(N2)CN(C3)S(=O)(=O)C)C=C(C1)F